ClC=1C=C(C=CC1F)NC(N(CCCO)[C@@H](C)C1=NN(C(C2=CC(=C(C=C12)F)F)=O)C)=O (S)-3-(3-chloro-4-fluorophenyl)-1-(1-(6,7-difluoro-3-methyl-4-oxo-3,4-dihydrophthalazin-1-yl)ethyl)-1-(3-hydroxypropyl)urea